N1-(3-morpholinopropyl)-2-(trifluoromethyl)benzene-1,4-diamine O1CCN(CC1)CCCNC1=C(C=C(C=C1)N)C(F)(F)F